3-[3-(3,4-Dimethoxyphenyl)-1H-1,2,4-triazol-5-yl]-N,N-dimethylaniline COC=1C=C(C=CC1OC)C1=NNC(=N1)C=1C=C(N(C)C)C=CC1